N-(4-phenylpyridin-2-yl)-5-(pyridin-2-yl)-1,3,4-thiadiazol-2-amine C1(=CC=CC=C1)C1=CC(=NC=C1)NC=1SC(=NN1)C1=NC=CC=C1